N1C(=NC2=C1C=CC=C2)SCCN2C(N(C1=C2C=CC=C1)C)=S 1-[2-(1H-benzimidazol-2-ylsulfanyl)ethyl]-3-methyl-1,3-dihydro-2H-benzimidazole-2-thione